FC=1C=C(C=NC1OC1=C(C=NC2=CC(=C(N=C12)OC)OC)F)N 5-fluoro-6-((3-fluoro-6,7-dimethoxy-1,5-naphthyridin-4-yl)oxy)pyridin-3-amine